FC1(CCN(CC1)C(=O)C=1C=C2N=C(C=NC2=CC1)C=1C=CC=2N(C1)C=C(N2)C)F (4,4-difluoro-1-piperidinyl)(3-(2-methylimidazo[1,2-a]pyridin-6-yl)-6-quinoxalinyl)methanone